1-(1-((6-chloropyridin-2-yl)ethynyl)-3-azabicyclo[3.1.0]hexan-3-yl)-2-methylpropan-1-one ClC1=CC=CC(=N1)C#CC12CN(CC2C1)C(C(C)C)=O